S1NCC=CC=C1 dihydrothiaazepine